C(CCCCCCCCC)N(C(CCCCCCCCC)=O)CCCCCCCCN(CC1CC(C1)O)CCCCCCCC(=O)N(CCCCCCCCCC)CCCCCCCCCC N-decyl-N-(8-((8-(didecylamino)-8-oxooctyl)(((1R,3R)-3-hydroxycyclobut-yl)methyl)amino)-octyl)decanamide